N-[(1S)-1-(dicyclopropylmethyl)-2-[[5-fluoro-1-[(1S)-1-(5-fluoro-2-oxo-1H-pyridin-3-yl)ethyl]pyrazol-4-yl]amino]-2-oxo-ethyl]-3-isopropyl-isoxazole-4-carboxamide C1(CC1)C([C@@H](C(=O)NC=1C=NN(C1F)[C@@H](C)C=1C(NC=C(C1)F)=O)NC(=O)C=1C(=NOC1)C(C)C)C1CC1